(8-Methoxy-1,3,4,5-tetrahydropyrido[4,3-b]indol-2-yl)(5-methyl-1H-pyrazol-3-yl)-methanone COC1=CC=2C3=C(NC2C=C1)CCN(C3)C(=O)C3=NNC(=C3)C